FC(C1=CC=CC(=N1)NC(=O)C1=CC2=CN(N=C2C=C1OC(C)C)C1CCN(CC1)C(=O)OC(C)(C)C)F tert-butyl 4-(5-((6-(difluoromethyl)pyridin-2-yl)carbamoyl)-6-isopropoxy-2H-indazol-2-yl)piperidine-1-carboxylate